FC1=C(C(=CC=C1)F)C1=NN(C=C1C1=NC=NC2=CC(=C(C=C12)NC(CC)=O)C1=NN(C=C1)C)C N-(4-(3-(2,6-difluorophenyl)-1-methyl-1H-pyrazol-4-yl)-7-(1-methyl-1H-pyrazol-3-yl)quinazolin-6-yl)propionamide